CP(OCC)(OC1=C(C(=CC(=C1)CCCCC)OP(OCC)(=O)C)C1=CC(=CC=C1)C)=O diethyl (3'-methyl-4-pentyl-[1,1'-biphenyl]-2,6-diyl) bis(methylphosphonate)